(3,5-dibromo-4-hydroxyphenyl)(spiro[cyclopropane-1,2'-pyrido[4,3-b][1,4]oxazin]-4'(3'H)-yl)methanone BrC=1C=C(C=C(C1O)Br)C(=O)N1C2=C(OC3(C1)CC3)C=CN=C2